2-((3-methylisothiazol-5-yl)amino)-N-(4-phenylpyridin-3-yl)pyrimidine-4-carboxamide CC1=NSC(=C1)NC1=NC=CC(=N1)C(=O)NC=1C=NC=CC1C1=CC=CC=C1